CN(C(CC1=CC=C(C=C1)NC(C1=CN=CC=C1)=O)=O)C[C@@H]([C@H]([C@@H]([C@@H](CO)O)O)O)O N-(4-(2-(methyl-((2S,3R,4R,5R)-2,3,4,5,6-pentahydroxyhexyl)amino)-2-oxoethyl)phenyl)nicotinamide